CC1=C(CNC(O)=O)C(=CC(=C1)C)C.C(N)(OCC1=C(C=C(C=C1C)C)C)=O 2,4,6-trimethylbenzyl carbamate (2,4,6-trimethylbenzyl carbamate)